6-cyclopropyl-2-[(6-{8-methyl-1H,2H,3H-pyrido[2,3-b][1,4]oxazin-7-yl}-5,6,7,8-tetrahydro-2,6-naphthyridin-3-yl)amino]-4H,5H,6H,7H,8H-pyrazolo[1,5-d][1,4]diazepin-7-one C1(CC1)N1C(CN2C(CC1)=CC(=N2)NC=2N=CC=1CCN(CC1C2)C2=C(C1=C(OCCN1)N=C2)C)=O